((1-(2-(pyridin-4-yl)ethyl)-1H-benzo[d][1,2,3]triazol-5-yl)methylene)-1,4-dihydroisoquinolin-3(2H)-one N1=CC=C(C=C1)CCN1N=NC2=C1C=CC(=C2)C=C2NC(CC1=CC=CC=C21)=O